2,4-dichloro-7-((3aS,4R,6R,6aR)-2,2-dimethyl-6-(3-(trifluoromethoxy)phenyl)tetrahydro-4H-cyclopenta[d][1,3]dioxol-4-yl)-7H-pyrrolo[2,3-d]pyrimidine ClC=1N=C(C2=C(N1)N(C=C2)[C@@H]2C[C@@H]([C@H]1OC(O[C@H]12)(C)C)C1=CC(=CC=C1)OC(F)(F)F)Cl